FC1=C(C=CC(=C1)OC[C@@H]1N(CCC1)C)N1C(=NC(=C1)C1=NC(=NC=C1C(F)(F)F)NC1CCN(CC1)S(=O)(=O)C)C (R)-4-(1-(2-Fluoro-4-((1-methylpyrrolidin-2-yl)methoxy)phenyl)-2-methyl-1H-imidazol-4-yl)-N-(1-(methylsulfonyl)piperidin-4-yl)-5-(trifluoromethyl)pyrimidin-2-amine